sodium-iron phosphate P(=O)([O-])([O-])[O-].[Fe+2].[Na+]